(Ra)-6-(1-((S)-1-([1,1'-Biphenyl]-4-yl)ethyl)-1H-indazol-7-carboxamido)spiro[3.3]heptan C1(=CC=C(C=C1)[C@H](C)N1N=CC2=CC=CC(=C12)C(=O)NC1CC2(CCC2)C1)C1=CC=CC=C1